N1=C(C=CC=C1)CCCCCC1=NC=CC=C1 1,5-bis(2-pyridyl)pentane